(7S)-7-tert-butyl-N-[(1R)-1-[4-(3-amino-4-pyridyl)phenyl]-3-(4-hydroxy-1-piperidyl)propyl]-5,6,7,8-tetrahydrothiazolo[5,4-b]quinoline-2-carboxamide C(C)(C)(C)[C@@H]1CC=2C=C3C(=NC2CC1)SC(=N3)C(=O)N[C@H](CCN3CCC(CC3)O)C3=CC=C(C=C3)C3=C(C=NC=C3)N